tert-Butyl 9-bromo-10-chloro-7-((2-isopropylphenyl)amino)-6-oxo-3,4,12,12a-tetrahydro-6H-benzo[f]pyrazino[2,1-c][1,4]oxazepine-2(1H)-carboxylate BrC1=C(C2=C(C(N3C(CO2)CN(CC3)C(=O)OC(C)(C)C)=O)C(=C1)NC1=C(C=CC=C1)C(C)C)Cl